O1CC12CCN(CC2)C=O (1-oxa-6-azaspiro[2.5]octane-6-yl)methanone